N,N'-diisobutyl butylenediamine 2-((5-nitrothiazol-2-yl)carbamoyl)-4-(propylcarbamoyl)phenylacetate [N+](=O)([O-])C1=CN=C(S1)NC(=O)C1=C(C=CC(=C1)C(NCCC)=O)CC(=O)O.C(C(C)C)NCCCCNCC(C)C